ClC=1C=C(C=CC1F)NC=1C2=C(N=CN1)C=CC(=N2)N2CC1(CCN1)C2 N-(3-chloro-4-fluorophenyl)-6-(1,6-diazaspiro[3.3]heptan-6-yl)pyrido[3,2-d]pyrimidin-4-amine